C1(CCCC1)C1=C(C(NC(=N1)C=1C=NN(C1)CC)=O)I 6-cyclopentyl-2-(1-ethyl-1H-pyrazol-4-yl)-5-iodo-4(3H)-pyrimidinone